COC1=CC=C(CNC(=O)NC2CC3(CN(C3)C(=O)C3=CN(C(C=C3)=O)C)C2)C=C1 1-(4-methoxybenzyl)-3-(2-(1-methyl-6-oxo-1,6-dihydropyridine-3-carbonyl)-2-azaspiro[3.3]hept-6-yl)urea